N,N-Dimethyl-2-(phenylamino)acetamide CN(C(CNC1=CC=CC=C1)=O)C